[W+4].[O-2].[Al+3] aluminum oxide tungsten